NC=1N=NC(=CC1N1CCC2(CN(CCO2)C(=O)OCC2=CC=CC=C2)CC1)Cl benzyl 9-(3-amino-6-chloropyridazin-4-yl)-1-oxa-4,9-diazaspiro[5.5]undecane-4-carboxylate